N1=C(C=CC=C1)SSC1=C(C(=O)[O-])C=CC=C1 2-(pyridin-2-yldisulfanyl)benzoate